O[C@H](CO)[C@H]1N=CC2=CC=CC=C2C1 (S)-3-((S)-1,2-dihydroxyethyl)-3,4-dihydroisoquinoline